C(#N)C=1N=C(C2=C(N1)N(C=C2)[C@H]2[C@@H]([C@@H]([C@H](O2)COCP(O)(O)=O)O)O)N[C@H](C)C2=C(C=C(C=C2)F)F [(2R,3S,4R,5R)-5-[2-cyano-4-[[(1R)-1-(2,4-difluorophenyl)ethyl]-amino]pyrrolo[2,3-d]-pyrimidin-7-yl]-3,4-dihydroxy-tetrahydro-furan-2-yl]methoxy-methylphosphonic acid